CC1=CC(=NC=C1C1=C2C(=C3C=C(N=CC3=C1)NC)NC=N2)C(CC)=O 1-(4-methyl-5-(8-(methylamino)-1H-imidazo[4,5-f]isoquinolin-4-yl)pyridin-2-yl)propan-1-one